5-(3,5-dimethoxybenzyl)-9-methyl-3-(morpholin-4-yl)-5,8,9,10-tetrahydro-6H-pyrido[2,3-e]pyrimido[1,2-c]Pyrimidin-6-one COC=1C=C(CN2C(N3C(C4=C2C=C(C=N4)N4CCOCC4)=NCC(C3)C)=O)C=C(C1)OC